4-[[3-(4-methoxyphenyl)imidazo[1,2-a]pyrazin-8-yl]amino]-N,N-dimethylbenzamide COC1=CC=C(C=C1)C1=CN=C2N1C=CN=C2NC2=CC=C(C(=O)N(C)C)C=C2